12-chlorobenzo[4,5]thieno[2,3-g]naphtho[1,2-b]benzofuran ClC=1C=CC2=C(C3=C(C=CC=4C5=C(OC43)C=4C=CC=CC4C=C5)S2)C1